3-hydroxyl-indole OC1=CNC2=CC=CC=C12